ClC=1C(=C(C=CC1Cl)NC1=NC=NC2=CC(=C(C=C12)[N+](=O)[O-])C#CC12CN(CC2C1)C(=O)OC(C)(C)C)F tert-butyl 1-((4-((3,4-dichloro-2-fluorophenyl) amino)-6-nitroquinazolin-7-yl) ethynyl)-3-azabicyclo[3.1.0]hexane-3-carboxylate